ClC1=CC=CC=2N1N=C(C2)[C@@H]2N(CCC1=C2N=CN1)C(=O)C1=CC=NN1C(F)F (R)-(4-(7-chloropyrazolo[1,5-a]pyridin-2-yl)-6,7-dihydro-1H-imidazo[4,5-c]pyridin-5(4H)-yl)(1-(difluoromethyl)-1H-pyrazol-5-yl)methanone